ClC1=C(NC(=C1Cl)C)C(=O)NC1=C(C=C(C=C1)C=1OC(NN1)=O)N1CCOCC1 3,4-Dichloro-5-methyl-N-(2-morpholino-4-(5-oxo-4,5-dihydro-1,3,4-oxadiazol-2-yl)phenyl)-1H-pyrrole-2-carboxamide